OCC1=C(C=C(C=C1)C1N(CCN(C1)C(=O)OC(C)(C)C)C(=O)OC(C)(C)C)OC di-tert-butyl 2-(4-(hydroxymethyl)-3-methoxyphenyl)-piperazine-1,4-dicarboxylate